ClC=1C(=NC(=NC1)N1CCOCC1)NC1=CC2=C(N(C(N2CCC(C)(C)O)=O)C)C=C1 5-((5-Chloro-2-morpholinopyrimidin-4-yl)amino)-3-(3-hydroxy-3-methylbutyl)-1-methyl-1,3-dihydro-2H-benzo[d]-imidazol-2-one